(E)-1-(4-fluoro-2-hydroxyphenyl)-3-(4-isopropyl-3-methoxyphenyl)prop-2-en-1-one FC1=CC(=C(C=C1)C(\C=C\C1=CC(=C(C=C1)C(C)C)OC)=O)O